C(C1=CC=CC=C1)OC(=O)N[C@@H](C)C(=O)N[C@@H](C)C(=O)O N-[(benzyloxy)-carbonyl]-L-alanyl-L-alanine